BrC1=C(C=C(C=N1)OC=1N=C(SC1C(\C=C\N(C)C)=O)C)C (E)-1-[4-[(6-bromo-5-methyl-3-pyridyl)oxy]-2-methyl-thiazol-5-yl]-3-(dimethylamino)prop-2-en-1-one